BrC1=CC(=CC=2N1N=C(C2)\C=N\[S@](=O)C(C)(C)C)C (R,E)-N-((7-bromo-5-methylpyrazolo[1,5-a]pyridin-2-yl)methylene)-2-methylpropane-2-sulfinamide